OC1=C(C=C(C=C1)C=1OC2=C(C(=CC(=C2C(C1)=O)O)O)OC)[O-] 2-hydroxy-5-(5,7-dihydroxy-8-methoxy-4-oxo-4H-chromen-2-yl)phenolate